7-Chloro-N-(5-pyrrolidin-1-ylpentan-2-yl)quinolin-4-amine ClC1=CC=C2C(=CC=NC2=C1)NC(C)CCCN1CCCC1